4-chloropyrimidine-2-carboxylic acid, amide ClC1=NC(=NC=C1)C(=O)N